2-ethyl-9-(n-propyloxy)anthracene C(C)C1=CC2=C(C3=CC=CC=C3C=C2C=C1)OCCC